ClC1=C(C(=CC=C1)C)NC(=O)C1=CN=C(S1)NC1=CC(=NC(=N1)C)N1CCN(CC1)CCOC(COC=1C(=[N+](ON1)[O-])C)=O 4-(2-(2-(4-(6-((5-((2-chloro-6-methylphenyl)carbamoyl)thiazol-2-yl)amino)-2-methylpyrimidin-4-yl)piperazin-1-yl)ethoxy)-2-oxoethoxy)-3-methyl-1,2,5-oxadiazole 2-oxide